3-((S)-2,2-bis((6Z,12Z)-octadeca-6,12-dien-4-yl)-1,3-dioxolan-4-yl)-N,N-dimethylpropane-1-amine CCCC(C\C=C/CCCC\C=C/CCCCC)C1(OCC(O1)CCCN(C)C)C(CCC)C\C=C/CCCC\C=C/CCCCC